7-oxo-7-((4-phenylthiazol-2-yl)amino)heptyl isoquinoline-6-carbothioate C1=NC=CC2=CC(=CC=C12)C(OCCCCCCC(NC=1SC=C(N1)C1=CC=CC=C1)=O)=S